Phenylphosphite C1(=CC=CC=C1)OP([O-])[O-]